2-(4-amino-5-(3-(4-((4-(azetidin-1-yl)cyclohexyl)oxy)-2-methylthiazole-3-carboxamido)piperidin-1-yl)pyrrolo[2,1-f][1,2,4]triazin-7-yl)thiazole-4-carboxamide NC1=NC=NN2C1=C(C=C2C=2SC=C(N2)C(=O)N)N2CC(CCC2)NC(=O)N2C(SC=C2OC2CCC(CC2)N2CCC2)C